(2R,4S)-tert-butyl 2-methyl-4-(((methylsulfonyl)oxy)methyl)pyrrolidine-1-carboxylate C[C@H]1N(C[C@H](C1)COS(=O)(=O)C)C(=O)OC(C)(C)C